FC(O[C@H]1C[C@H](C1)C1=NN=C(O1)N1CCC(CC1)C(=O)OCC)(F)F cis-ethyl 1-(5-(3-(trifluoromethoxy)cyclobutyl)-1,3,4-oxadiazol-2-yl)piperidine-4-carboxylate